methyl (2S,4R)-1-((4-(4-fluorophenoxy)benzoyl)glycyl)-4-(o-tolyl)pyrrolidine-2-carboxylate FC1=CC=C(OC2=CC=C(C(=O)NCC(=O)N3[C@@H](C[C@@H](C3)C3=C(C=CC=C3)C)C(=O)OC)C=C2)C=C1